FC(C(C(C(F)(F)F)(F)F)(F)F)(F)I perfluorobutyl iodide